FC(C=1C=C(C=C(C1)C(F)(F)F)C=1N(C(=C(N1)C1=CC=C(C=C1)OC)C1=CC=C(C=C1)OC)CC1=CC=C(C(=O)O)C=C1)(F)F 4-((2-(3,5-bis(trifluoromethyl)phenyl)-4,5-bis(4-methoxyphenyl)-1H-imidazol-1-yl)methyl)benzoic acid